pyrazole-5-carbonyl chloride N1N=CC=C1C(=O)Cl